COC=1C=C(C=CC1OC)C=CN1CN(CN(C1)C(Cl)(Cl)Cl)C(Cl)(Cl)Cl 1-{2-(3,4-dimethoxyphenyl)vinyl}-3,5-bis(trichloromethyl)-s-triazine